3-chloro-4-trifluoromethoxyaniline ClC=1C=C(N)C=CC1OC(F)(F)F